C(C)N(C(C1=C(C=CC(=C1)F)OC1=C(N=CN=N1)N1CC2(CN(C2)[C@@H](C(C)C)C[C@@H](CN(C)CC)OC)CC1)=O)C(C)C N-ethyl-2-((5-(2-((3R,5S)-6-(ethyl-(methyl)amino)-5-methoxy-2-methylhexan-3-yl)-2,6-diazaspiro[3.4]oct-6-yl)-1,2,4-triazin-6-yl)oxy)-5-fluoro-N-isopropylbenzamide